[Br-].C(C1=CC=CC=C1)(=O)C1=CC=C(C[N+](CCOC(C=C)=O)(C)C)C=C1 4-benzoyl-N,N-dimethyl-N-[2-(1-oxo-2-propenoxy)ethyl]benzyl-ammonium bromide